benzo[c]phenothiazine C1=CC=CC=2C=CC=3NC=4C=CC=CC4SC3C21